CN1CCN(CC1)CCC(=O)N1[C@H]2[C@@H](C[C@@H]1CC2)C(=O)NC2=CSC1=NC=CN=C12 (1R,2R,4S)-7-[3-(4-methylpiperazin-1-yl)propanoyl]-N-{thieno[2,3-b]pyrazin-7-yl}-7-azabicyclo[2.2.1]heptane-2-carboxamide